ClC1=CC=C(C(=N1)C(=O)O)N[C@H](C)C1=CC(=CC=2C=3N(C(=NC12)N1CCC(CC1)(F)F)C=C(N3)C)C (R)-6-chloro-3-((1-(5-(4,4-difluoropiperidin-1-yl)-2,9-dimethylimidazo[1,2-c]quinazolin-7-yl)ethyl)amino)picolinic acid